4-methyl-6-nitroquinolin-2(1H)-one CC1=CC(NC2=CC=C(C=C12)[N+](=O)[O-])=O